ClC1=CC=C(OC2=CC(=C(C=C2)C(CN2N=CN=C2)(CCC)O)C(F)(F)F)C=C1 2-[4-(4-chlorophenoxy)-2-(trifluoromethyl)phenyl]-1-(1,2,4-triazol-1-yl)pentan-2-ol